pyrazine-2,5-diamine tri-hydrochloride Cl.Cl.Cl.N1=C(C=NC(=C1)N)N